2-(1H-imidazol-1-yl)-6-isopropyl-N-((1r,4r)-4-methoxycyclohexyl)pyrimidine-4-carboxamide N1(C=NC=C1)C1=NC(=CC(=N1)C(=O)NC1CCC(CC1)OC)C(C)C